NC1=CC(=C2NC(COCCCC(C3=NN=C(C1=N2)O3)(O)C(F)(F)F)(C)C)C(F)(F)F 17-Amino-12,12-dimethyl-6,15-bis(trifluoromethyl)-10,19-dioxa-3,4,13,18-tetrazatricyclo[12.3.1.12,5]nonadeca-1(18),2,4,14,16-pentaen-6-ol